S1C2=C(C=C1B(O)O)C=C1C=CC=CC1=C2 naphtho[2,3-b]thiophen-2-ylboronic acid